ClC1=NC=C(C(=C1)N[C@@H](CCOC1=C(C=NN1C)C1=NC=CC(=N1)N)C)C1=NN(C=C1)C(F)F (R)-2-(5-(3-((2-Chloro-5-(1-(difluoromethyl)-1H-pyrazol-3-yl)pyridin-4-yl)amino)butoxy)-1-methyl-1H-pyrazol-4-yl)pyrimidin-4-amine